(2R,5S)-2-(hydroxymethyl)-5-methylmorpholine-4-carboxylic acid tert-butyl ester C(C)(C)(C)OC(=O)N1C[C@@H](OC[C@@H]1C)CO